N-[(4-chlorophenyl)(cyano)-methyl]-3-[3-methoxy-4-(prop-2-yn-1-yloxy)phenyl]propionamide ClC1=CC=C(C=C1)C(NC(CCC1=CC(=C(C=C1)OCC#C)OC)=O)C#N